C(C)OC(=O)C1(CCCC1)NC(\C=C\C1=CC(=C(C=C1)OCC1=CC(=CC=C1)F)OC)=O (E)-1-(3-(4-((3-fluorobenzyl)oxy)-3-methoxyphenyl)acrylamido)cyclopentane-1-carboxylic acid ethyl ester